C(CCCC)C1CCC(CC1)C1=C(C(=O)O)C=CC=C1 4-pentylcyclohexylbenzoic acid